COC(=O)C=1C=2C=CN(C2C=CC1OC1=CC(=CC=C1)C1=NNC=C1)S(=O)(=O)C1=CC=C(C)C=C1 5-(3-(1H-pyrazol-3-yl)phenoxy)-1-tosyl-1H-indole-4-carboxylic acid methyl ester